FCCOC1=CC(=NC=N1)C(=O)N 6-(2-fluoroethoxy)pyrimidine-4-carboxamide